(7-Chloro-4,6-difluoro-1H-benzo[d]imidazol-2-yl)(6-methyl-3-(trifluoromethyl)-5,6-dihydroimidazo[1,5-a]pyrazin-7(8H)-yl)methanone ClC1=C(C=C(C2=C1NC(=N2)C(=O)N2CC=1N(CC2C)C(=NC1)C(F)(F)F)F)F